BrC1=CC(C=C2C=3C=CC=CC3C=C12)(CCCCCCCCCCCCCCCC)CCCCCCCCCCCCCCCC 8-bromo-6,6-dicetyl-6H-fluorene